7-Chloro-6-methoxy-4-methyl-3,4-dihydro-2H-1,4-benzoxazine-5-carboxylic acid ClC=1C=C2C(N(CCO2)C)=C(C1OC)C(=O)O